C(CCC(=O)O)(=O)O.C(CCCCC)NC(=O)NC1=CC=C2C(=N1)C(=CN2)C2CCN(CC2)CCC N-hexyl-N'-(3-(1-propylpiperidin-4-yl)pyrrolo[3,2-b]pyridin-5-yl)urea succinate